O1CCC2=C1C=CC(=C2)CN[C@H](C(=O)O)CCC(C)(C)C (2S)-2-{[(2,3-dihydro-1-benzofuran-5-yl)methyl]amino}-5,5-dimethylhexanoic acid